N[C@H]1[C@@H]2N(C[C@H]1CC2)C(=O)C2=CC1=C(N(C(=N1)C=1N(C=3C4=C(C=CC3C1)C(C(N4)=O)(C)C)CC4CC4)C)C(=C2)F 7-[5-[(1R,4R,7R)-7-amino-2-azabicyclo[2.2.1]heptane-2-carbonyl]-7-fluoro-1-methyl-benzimidazol-2-yl]-8-(cyclopropylmethyl)-3,3-dimethyl-1H-pyrrolo[3,2-g]indol-2-one